Methyl (S)-3-fluoro-4-(1-(6-(trifluoromethyl)-1-(4-(trifluoromethyl)benzyl)-2,3-dihydro-1H-imidazo[1,2-b]pyrazole-7-carboxamido)ethyl)benzoate FC=1C=C(C(=O)OC)C=CC1[C@H](C)NC(=O)C1=C2N(N=C1C(F)(F)F)CCN2CC2=CC=C(C=C2)C(F)(F)F